Diethyl ((4-(tert-butyl)pyridin-2-yl)methyl)phosphonate C(C)(C)(C)C1=CC(=NC=C1)CP(OCC)(OCC)=O